(R)-4-(3-amino-3-methylpyrrolidin-1-yl)-3-ethyl-2,6-difluoro-N-(6-fluoropyridin-2-yl)benzenesulfonamide N[C@]1(CN(CC1)C1=C(C(=C(C(=C1)F)S(=O)(=O)NC1=NC(=CC=C1)F)F)CC)C